2-(2-Ethoxyethoxy)Ethyl Acetate C(C)(=O)OCCOCCOCC